tert-butyl 4-(2-chloro-3-cyanophenoxy)-5h,6h,7h,8h-pyrido[3,4-d]pyrimidine-7-carboxylate ClC1=C(OC=2C3=C(N=CN2)CN(CC3)C(=O)OC(C)(C)C)C=CC=C1C#N